O1CCOC2=C1C=CC(=C2)C=2C(=C(C=CC2)C2=CC=C(C(=N2)C)CN2CC1(COC1)C2)C 6-[[6-[3-(2,3-dihydro-1,4-benzodioxin-6-yl)-2-methyl-phenyl]-2-methyl-3-pyridyl]methyl]-2-oxa-6-azaspiro[3.3]heptane